C12NCC(C(C1)CN1N=CC(=C1)C1=NC3=C(C(=CC=C3N=C1)OC=1C=CC3=C(N(C(=N3)C)COCC[Si](C)(C)C)C1)Cl)C2 2-(1-((2-Azabicyclo[2.2.1]heptan-5-yl)methyl)-1H-pyrazol-4-yl)-8-chloro-7-((2-methyl-1-((2-(trimethylsilyl)ethoxy)methyl)-1H-benzo[d]imidazol-6-yl)oxy)quinoxaline